N-[3-[(2,3-dihydroxypropyl)(3-butoxypropyl)amino]propyl]linoleamide OC(CN(CCCNC(CCCCCCC\C=C/C\C=C/CCCCC)=O)CCCOCCCC)CO